2-ethoxy-1,4-dichlorobenzene C(C)OC1=C(C=CC(=C1)Cl)Cl